6-{3-[3-(3,5-difluorobenzenesulfonyl)propanoyl]-3,8-diazabicyclo[3.2.1]octan-8-yl}pyridine-3-carbonitrile FC=1C=C(C=C(C1)F)S(=O)(=O)CCC(=O)N1CC2CCC(C1)N2C2=CC=C(C=N2)C#N